ClC1=C(C=CC=C1OC)C(=O)N1C[C@@H]2CO[C@H](CN2CC1)C1=NC=C(C(=C1)Cl)Cl |o1:13,16| (2-chloro-3-methoxyphenyl)-[rel-(3R,9aR)-3-(4,5-dichloro-2-pyridyl)-3,4,6,7,9,9a-hexahydro-1H-pyrazino[2,1-c][1,4]oxazin-8-yl]methanone